2-(2-fluoro-4-(3-hydroxyoxetan-3-yl)phenyl)-N-(3-(4-fluoropiperidin-1-yl)propyl)benzo[d]imidazo[2,1-b]thiazole-7-carboxamide FC1=C(C=CC(=C1)C1(COC1)O)C=1N=C2SC3=C(N2C1)C=CC(=C3)C(=O)NCCCN3CCC(CC3)F